FC1(CCN(CC1)C1=C(C=C(C=N1)N1N=CC(=C1)C(=O)O)F)F 1-(6-(4,4-difluoropiperidin-1-yl)-5-fluoropyridin-3-yl)-1H-pyrazole-4-carboxylic acid